N[C@@H]1COCC[C@H]1C1=C(C2=NC(=CC(=C2S1)NCC=1SC=CN1)Cl)I 2-((3S,4R)-3-aminotetrahydro-2H-pyran-4-yl)-5-chloro-3-iodo-N-(thiazol-2-ylmethyl)thieno[3,2-b]pyridin-7-amine